(E)-5-bromo-4-methyl-2-(3-phenylprop-1-en-1-yl)thiazole BrC1=C(N=C(S1)\C=C\CC1=CC=CC=C1)C